tert-butyl(4-((4-methyl-6-(4-((4-(2-(N-methylmethylsulfonamido)benzoyl)-3,4-dihydro-2H-benzo[b][1,4]oxazin-7-yl)sulfonyl)piperazin-1-yl)pyrimidin-2-yl)oxy)but-2-yn-1-yl)carbamate C(C)(C)(C)OC(NCC#CCOC1=NC(=CC(=N1)C)N1CCN(CC1)S(=O)(=O)C=1C=CC2=C(OCCN2C(C2=C(C=CC=C2)N(S(=O)(=O)C)C)=O)C1)=O